3-fluoro-2-hydroxy-5-(4-(3-(pyrrolidin-1-yl)phenyl)piperidine-1-carbonyl)benzaldehyde FC=1C(=C(C=O)C=C(C1)C(=O)N1CCC(CC1)C1=CC(=CC=C1)N1CCCC1)O